(±)-methyl (2S,3R,6R)-3,6-dimethyl-5-methylene-4-oxo-2-phenethyltetrahydro-2H-pyran-3-carboxylate C[C@]1([C@@H](O[C@@H](C(C1=O)=C)C)CCC1=CC=CC=C1)C(=O)OC |r|